ClC1=CC=C(C=C1)C1CCN(CC1)C1=C(C(N(C2=CC=CC=C12)CC)=O)C#N 4-[4-(4-chlorophenyl)piperidin-1-yl]-1-ethyl-2-oxo-1,2-dihydroquinoline-3-carbonitrile